C(C=C)(=O)N1C[C@@H](N(C[C@H]1C)C=1C2=C(N(C(N1)=O)C=1C(=NC=CC1C)C(C)C)N=C(C(=C2)C#N)C2=C(C=CC(=C2)C)F)C 4-((2S,5R)-4-acryloyl-2,5-dimethylpiperazin-1-yl)-7-(2-fluoro-5-methylphenyl)-1-(2-Isopropyl-4-methylpyridin-3-yl)-2-oxo-1,2-dihydropyrido[2,3-d]pyrimidine-6-carbonitrile